tert-butyl 5-((1-(4-((2,6-dioxopiperidin-3-yl)amino)phenyl)azetidin-3-yl)methyl)hexahydropyrrolo[3,4-c]pyrrole-2(1H)-carboxylate O=C1NC(CCC1NC1=CC=C(C=C1)N1CC(C1)CN1CC2C(C1)CN(C2)C(=O)OC(C)(C)C)=O